N1N=CC(=C1)C1=CC=CC(=N1)C#N 6-(1H-pyrazol-4-yl)picolinonitrile